hexane-1,6-diyl bis(dihexyl citrate) C(CCCCC)C(C(=O)OCCCCCCOC(C(C(O)(C(=O)[O-])CC(=O)[O-])(CCCCCC)CCCCCC)=O)(C(O)(C(=O)[O-])CC(=O)[O-])CCCCCC